1,1'-BIPHENYL-2-SULFINIC ACID C=1(C(=CC=CC1)S(=O)O)C1=CC=CC=C1